(1r,3r)-3-(5-cyclopropyl-1H-pyrazol-1-yl)cyclobutan-1-ol C1(CC1)C1=CC=NN1C1CC(C1)O